FC=1C=CC=C(C1C=1C(=CC=CC1C)C=O)C=O (S)-6-fluoro-6'-methylbiphenyl-2,2'-dicarboxaldehyde